C(C)(=O)N[C@@H]([C@@H](C)CC)C(=O)O N-Acetyl-Isoleucine